CC\\1(C2=C(C=CC(=C2)S(=O)(=O)[O-])N(/C1=C/C=C/C3=C4C=CC(=[N+](CCCS(=O)(=O)[O-])CCCS(=O)(=O)[O-])C=C4OC(=C3)C(C)(C)C)CCCC(=O)O)CCCS(=O)(=O)[O-].[Na+].[Na+].[Na+] The molecule is an organic trisodium salt having 2-(3-{7-[bis(3-sulfonatopropyl)amino]-2-tert-butylchromenium-4-yl}prop-2-en-1-ylidene)-1-(3-carboxypropyl)-3-methyl-3-(3-sulfonatopropyl)indoline-5-sulfonate as the counterion. It has a role as a fluorochrome. It contains a DY-634(3-).